3-((4-(2-(difluoromethyl)phenyl)-2-oxo-2H-chromen-7-yl)(methyl)amino)propanoic acid FC(C1=C(C=CC=C1)C1=CC(OC2=CC(=CC=C12)N(CCC(=O)O)C)=O)F